[Na].CN(CCCCCCCCCCCCCCCCCC)C N,N-dimethyl-octadecanamine sodium salt